FC1=CC(=C(C=C1)C=1C2=C(C(=NC1NC1=CC(=CC=C1)NC(C=C)=O)C=1C=C3CCN(CC3=CC1)C(=O)OC(C)(C)C)C=CS2)OCCOC tert-butyl 6-[7-[4-fluoro-2-(2-methoxyethoxy)phenyl]-6-[3-(prop-2-enoylamino)anilino]thieno[3,2-c]pyridin-4-yl]-3,4-dihydro-1H-isoquinoline-2-carboxylate